[Si](C)(C)(C(C)(C)C)O[C@@H](C(F)(F)F)[C@@H]1N(CCC1)C1=CC(=C(C#N)C=C1)C(F)(F)F 4-((R)-2-((R)-1-((tert-butyldimethylsilyl)oxy)-2,2,2-trifluoroethyl)pyrrolidin-1-yl)-2-(trifluoromethyl)-benzonitrile